ClC=1C(=NC=2CN(CCC2C1)C(=O)OC(C)(C)C)OCC1=C(C=C(C=C1)C#N)F tert-butyl 3-chloro-2-((4-cyano-2-fluorobenzyl) oxy)-5,8-dihydro-1,7-naphthyridine-7(6H)-carboxylate